2-[METHYL(1-METHYLPIPERIDIN-3-YL)AMINO]ACETALDEHYDE CN(CC=O)C1CN(CCC1)C